C(CCCCCCCCC\C=C\CC)O E-11-tetradecen-1-ol